dodecanoxy-2,5-DiaminobenZen C(CCCCCCCCCCC)OC1=C(C=CC(=C1)N)N